(2R,4R)-1-tert-butyl 2-methyl 4-methoxypyrrolidine-1,2-dicarboxylate CO[C@@H]1C[C@@H](N(C1)C(=O)OC(C)(C)C)C(=O)OC